(4-(1-(4-methoxybenzyl)-4-methyl-1H-1,2,3-triazol-5-yl)phenyl)boronic acid COC1=CC=C(CN2N=NC(=C2C2=CC=C(C=C2)B(O)O)C)C=C1